5-amino-3-(4-bromophenyl)-1-(1-cyclopropyl-2,2,2-trifluoro-ethyl)pyrazole-4-carboxylic acid NC1=C(C(=NN1C(C(F)(F)F)C1CC1)C1=CC=C(C=C1)Br)C(=O)O